FC=1C(=CC(=NC1)OC)C1=CC(=NN1)C(=O)N1C2(CC2)C[C@H](CC1)C(=O)N[C@H]1CN(CC1)C1COC1 (S)-4-(5-(5-fluoro-2-methoxypyridin-4-yl)-1H-pyrazole-3-carbonyl)-N-((R)-1-(oxetan-3-yl)pyrrolidin-3-yl)-4-azaspiro[2.5]Octane-7-carboxamide